N-ethyl-N'-(3-dimethylamino-propyl)carbodiimide C(C)N=C=NCCCN(C)C